BrC1=CC=C(C2=C1N=C(S2)C)OC2=CC=C(C=C2)C(F)(F)F 4-bromo-2-methyl-7-{4-(trifluoromethyl)phenoxy}benzo[d]thiazole